[18F]NCCC1=CC(O)=C(O)C=C1 [18F]-fluorodopamine